C(C)(C)(C)C1=C(C(=CC(=C1)C(C)(C)C)C1=CC(=CC=C1)C(C)(C)C)N 3,3',5-tri-tert-butyl-[1,1'-biphenyl]-2-amine